N,N'-diacetyl-adipic acid dihydrazide C(C)(=O)N(NC(C)=O)C(CCCCC(=O)NN)=O